NCCS(=O)(=O)[O-].[Sn+2].NCCS(=O)(=O)[O-] tin (II) taurate